3-(2,2-difluoro-3-hydroxypropoxy)-6-(2-hydroxypropan-2-yl)-2,3-dihydro-1H-isoindol-1-one FC(COC1NC(C2=CC(=CC=C12)C(C)(C)O)=O)(CO)F